diisopropylethylamine hydrogen fluoride salt F.C(C)(C)N(CC)C(C)C